tert-butyl (1-((6-(tert-butylsulfonyl)imidazo[1,2-a]pyridin-7-yl)oxy)-2-methylpropan-2-yl)carbamate C(C)(C)(C)S(=O)(=O)C=1C(=CC=2N(C1)C=CN2)OCC(C)(C)NC(OC(C)(C)C)=O